7-fluoro-3-(1-methyl-1H-4-pyrazolyl)-6-(1-(6-(1H-4-pyrazolyl)-[1,2,3]triazolo[4,5-b]pyrazinyl)ethyl)quinoline FC1=C(C=C2C=C(C=NC2=C1)C=1C=NN(C1)C)C(C)C=1N=C2C(=NC1C=1C=NNC1)NN=N2